COC1=CC=C(C=C1)CCCNC1=CN=C(N(C1=O)CC(=O)NCC1=CC=2C=NC=CC2N1)C1=CC=CC=C1 2-[5-[3-(4-methoxyphenyl)propylamino]-6-oxo-2-phenyl-pyrimidin-1-yl]-N-(1H-pyrrolo[3,2-c]pyridin-2-ylmethyl)acetamide